C(C=C)SCC(=O)C1=CC=C(C=C1)C1=NOC(=N1)C(F)(F)F 2-(allylthio)-1-(4-(5-(trifluoromethyl)-1,2,4-oxadiazol-3-yl)phenyl)ethan-1-one